3-oxo-2,8-diazaspiro[4.5]decane O=C1NCC2(C1)CCNCC2